CC(CCCCCC)N(C(C)=O)C(CCCCCC)C N,N-bis-(1-methylheptyl)acetamide